2-phenyl-5-(4-((4-(3-(trifluorophenyl)-3H-diazirin-3-yl)-benzyl)oxy)phenyl)-2H-tetrazole C1(=CC=CC=C1)N1N=C(N=N1)C1=CC=C(C=C1)OCC1=CC=C(C=C1)C1(N=N1)C1=C(C(=C(C=C1)F)F)F